(1S,4aS,4bR,6aR,8R,10aS,10bR,12aS)-8-hydroxy-8-methyloctadecane O[C@](CCCCCCC)(CCCCCCCCCC)C